ClC1=C(C=C(OCC(=O)NC23C(CC(CC2)(CC3)NC(COC3=CC(=C(C=C3)Cl)F)=O)[C@H](C(=O)O)C3=CC(=CC=C3)OP(=O)(OC(C)(C)C)OC(C)(C)C)C=C1)F.COC1=CC=C(C=C)C=C1 4-methoxystyrene (2S)-1,4-bis[2-(4-chloro-3-fluorophenoxy)acetamido]bicyclo[2.2.2]octan-2-yl-{3-[(di-tert-butoxyphosphoryl)oxy]phenyl}acetate